Cl.COC=1C=CC(=NC1)CN C-(5-methoxy-pyridin-2-yl)-methylamine hydrochloride